N-[3-(3-phenylureido)phenyl]benzenesulfonamide C1(=CC=CC=C1)NC(NC=1C=C(C=CC1)NS(=O)(=O)C1=CC=CC=C1)=O